octadecylaniline HCl salt Cl.C(CCCCCCCCCCCCCCCCC)NC1=CC=CC=C1